4-(2-((adamantan-1-yl)amino)ethyl)-N-(1-(2,6-dioxopiperidin-3-yl)-3-methyl-2-oxo-2,3-dihydro-1H-benzo[d]imidazol-4-yl)benzamide C12(CC3CC(CC(C1)C3)C2)NCCC2=CC=C(C(=O)NC3=CC=CC=1N(C(N(C13)C)=O)C1C(NC(CC1)=O)=O)C=C2